ethyl-1-(2,4-dichlorophenyl)-5-methylsulfonyl-4-oxo-cinnoline-3-carboxylic acid C(C)C=1C(=C2C(C(=NN(C2=CC1)C1=C(C=C(C=C1)Cl)Cl)C(=O)O)=O)S(=O)(=O)C